Ethylen Vinyl Acetat C(C)(=O)OC=C.C=C